NC=1OC2=C(C=NC=C2N2C[C@@H](OCCC2)C(=O)N2[C@H](C3=C(C=C(C=C3CC2)Cl)Cl)C)N1 ((R)-4-(2-aminooxazolo[4,5-c]pyridin-7-yl)-1,4-oxazepan-2-yl)((S)-6,8-dichloro-1-methyl-3,4-dihydroisoquinolin-2(1H)-yl)methanone